C(C)(C)(C)C=1C=C(C=C(C1O)C)CCC(=O)[O-] 3-(3-tertiarybutyl-4-hydroxy-5-methylphenyl)propionate